1-methyl-6-(4,4,5,5-tetramethyl-1,3,2-dioxaborolan-2-yl)-1,2-dihydro-3H-benzo[e]Indole-3-carboxylic acid CC1CN(C=2C=CC3=C(C12)C=CC=C3B3OC(C(O3)(C)C)(C)C)C(=O)O